COC1=CC=C(C=C1)[S+](C1=CC=CC=C1)C1=CC=CC=C1 (4-methoxyphenyl)-diphenyl-sulfonium